OC1=CC(=C(C(=O)O)C(=C1)CCC(CC)C)C 4-hydroxy-2-methyl-6-(3-methylpentyl)benzoic acid